2-(3-fluorophenoxy)-N-(3-methylsulfonylphenyl)-5-(trifluoromethyl)pyridine-3-carboxamide FC=1C=C(OC2=NC=C(C=C2C(=O)NC2=CC(=CC=C2)S(=O)(=O)C)C(F)(F)F)C=CC1